FC1(CCC2=C(C=CC=C12)[C@@H](C)N)F (R)-1-(1,1-difluoro-2,3-dihydro-1H-inden-4-yl)ethylamine